N-[2-(6-cyano-2-pyridyl)-2-(1-methylpyrazol-4-yl)propyl]-5-(4,6-difluoro-3-pyridyl)-1,3,4-thiadiazole-2-carboxamide C(#N)C1=CC=CC(=N1)C(CNC(=O)C=1SC(=NN1)C=1C=NC(=CC1F)F)(C)C=1C=NN(C1)C